5-chloro-3-((2,3-dichloro-phenylimino)meth-yl)-2-hydroxyphenyl isobutyrate C(C(C)C)(=O)OC1=C(C(=CC(=C1)Cl)C=NC1=C(C(=CC=C1)Cl)Cl)O